5-((4-(ethyl(3-methoxypropyl)amino)phenyl)amino)-1,3-dimethyl-1,3-dihydro-2H-benzo[d]imidazol-2-one C(C)N(C1=CC=C(C=C1)NC1=CC2=C(N(C(N2C)=O)C)C=C1)CCCOC